C(C1=CC=CC=C1)O[C@H](C)C1=NN=C(O1)[C@@H]1CC[C@H](CC1)NC(OCC1=CC=CC=C1)=O Benzyl (trans-4-{5-[(1R)-1-(benzyloxy)ethyl]-1,3,4-oxadiazol-2-yl}cyclohexyl)carbamate